CC=1C(=NC(=NC1)C(=O)OC1(CC1)C1=C(C=CC(=C1)Br)I)OC1=CC=C(C=C1)C(C)(C)C1=CC=C(C=C1)OC1CC(C1)NC(=O)OC(C)(C)C 1-(5-bromo-2-iodophenyl)cyclopropan-1-ol methyl-4-(4-(2-(4-((1r,3r)-3-((tert-butoxycarbonyl)amino)cyclobutyloxy)phenyl)propan-2-yl)phenoxy)pyrimidin-2-carboxylate